BrC1=CC=C(C=C1)C1=NOC(=N1)C=1C=C2C(=NC1)OC(C(C2)O)(C)C 6-(3-(4-bromophenyl)-1,2,4-oxadiazol-5-yl)-2,2-dimethyl-3,4-dihydro-2H-pyrano[2,3-b]pyridin-3-ol